Didecyldimethylammonium bicarbonate C([O-])(O)=O.C(CCCCCCCCC)[N+](C)(C)CCCCCCCCCC